2,2,2-trifluoroethyl 2-oxo-2-[rac-(5S)-2-(3-fluorophenyl)-5-methyl-1-piperidyl]acetate O=C(C(=O)OCC(F)(F)F)N1C(CC[C@@H](C1)C)C1=CC(=CC=C1)F |r|